C1(=CC=C(C=C1)N1C=2C=C(C=C3C2B(C=2C=CC4=C(C12)C1=CC=CC=C1N4C4=CC=CC=C4)C4=CC(=CC=C4N3C3=CC=C(C=C3)C3=CC=CC=C3)C3=CC=CC=C3)N3C4=CC=CC=C4C=4C=CC=CC34)C3=CC=CC=C3 5,9-bis([1,1'-biphenyl]-4-yl)-7-(9H-carbazol-9-yl)-12,16-diphenyl-5,16-dihydro-9H-5,9,16-triaza-13b-boraindeno[1,2-a]naphtho[1,2,3-fg]anthracene